2-butoxy-1,3-propanediol C(CCC)OC(CO)CO